(R)-N-((3-CYANO-5-FLUORO-4-((2-((4-FLUOROPHENYL)THIO)-1-(1-METHYLAZETIDIN-3-YL)ETHYL)AMINO)PHENYL)SULFONYL)-1-METHOXYCYCLOHEXANE-1-CARBOXAMIDE C(#N)C=1C=C(C=C(C1N[C@@H](CSC1=CC=C(C=C1)F)C1CN(C1)C)F)S(=O)(=O)NC(=O)C1(CCCCC1)OC